4-(tert-butoxycarbonylamino)-2-methylpiperidine C(C)(C)(C)OC(=O)NC1CC(NCC1)C